FC=1C=CC(=NC1)C1=NN2C(COC[C@@](C2)(C)OC)=C1C1=C2C(=NC=C1)NN=C2 (S)-2-(5-Fluoropyridin-2-yl)-7-methoxy-7-methyl-3-(1H-pyrazolo[3,4-b]pyridin-4-yl)-7,8-dihydro-4H,6H-pyrazolo[5,1-c][1,4]oxazepine